N-(8-(methylamino)-5-(prop-1-en-2-yl)-2,7-naphthyridin-3-yl)cyclopropanecarboxamide ethyl-(E)-5-((tert-butoxycarbonyl)(2-(4-iodophenoxy)ethyl)amino)pent-2-enoate C(C)OC(\C=C\CCN(CCOC1=CC=C(C=C1)I)C(=O)OC(C)(C)C)=O.CNC=1N=CC(=C2C=C(N=CC12)NC(=O)C1CC1)C(=C)C